C(=O)O.C(C)N1[C@@H](CCC1)CNC1=NC=C(C(=N1)C)C1=C(C=C(C=C1)C(F)(F)F)F (S)-N-((1-ethylpyrrolidin-2-yl)methyl)-5-(2-fluoro-4-(trifluoromethyl)phenyl)-4-methyl-pyrimidin-2-amine, formate salt